(R)-1,2-propanediamine C([C@@H](C)N)N